N-(6-chloro-4-(propan-2-yl)-1,5-naphthyridin-3-yl)-N'-(2-(trifluoromethyl)pyridin-4-yl)urea ClC=1N=C2C(=C(C=NC2=CC1)NC(=O)NC1=CC(=NC=C1)C(F)(F)F)C(C)C